C(C)(C)C=1C=C(C(=O)N2CC3(C2)CC(C3)NC(=O)NCC3=CC=C(C=C3)OC)C=CC1 1-(2-(3-isopropylbenzoyl)-2-azaspiro[3.3]hept-6-yl)-3-(4-methoxybenzyl)urea